(R)-6-chloro-3-((1-(3,6-dimethyl-2-(4-(3-methylpyrazin-2-yl)piperazin-1-yl)-4-oxo-3,4-dihydroquinazolin-8-yl)ethyl)amino)-N-(methylsulfonyl)picolinamide ClC1=CC=C(C(=N1)C(=O)NS(=O)(=O)C)N[C@H](C)C=1C=C(C=C2C(N(C(=NC12)N1CCN(CC1)C1=NC=CN=C1C)C)=O)C